5-bromo-8-(1-adamantanamido)quinoline BrC1=C2C=CC=NC2=C(C=C1)NC(=O)C12CC3CC(CC(C1)C3)C2